OC=1C=C(C=C2CC3=CC(=CC=C3C2)O)C=CC1O 2-(3,4-dihydroxybenzylidene)-6-hydroxy-2,3-dihydro-1H-indene